(S)-1-(3,4-difluorophenyl)-5-(5-(3,5-dimethylisoxazol-4-yl)-1-propyl-1H-benzo[d]imidazol-2-yl)pyrrolidin-2-one FC=1C=C(C=CC1F)N1C(CC[C@H]1C1=NC2=C(N1CCC)C=CC(=C2)C=2C(=NOC2C)C)=O